2-butyl-2-ethyl-1,3-propanediol dicaprate C(=O)(CCCCCCCCC)OCC(COC(=O)CCCCCCCCC)(CC)CCCC